CN1CCC(CC1)C(=O)OCC(CCCCCCCCC(=O)OCC1=CC=CC=C1)CCCCCCCCC 11-(benzyloxy)-2-nonyl-11-oxoundecyl 1-methylpiperidine-4-carboxylate